3-chloro-2-fluoro-4-(oxetan-2-ylmethoxy)aniline ClC=1C(=C(N)C=CC1OCC1OCC1)F